N-(4-methoxybenzyl)-N-methyl-3-(7-methyl-6,7-dihydro-5H-pyrrolo[1,2-a]imidazol-2-yl)-4-((5-(trifluoromethyl)pyridin-2-yl)amino)benzenesulfonamide sodium [Na].COC1=CC=C(CN(S(=O)(=O)C2=CC(=C(C=C2)NC2=NC=C(C=C2)C(F)(F)F)C=2N=C3N(C2)CCC3C)C)C=C1